NC1=NC(=NC=C1)C=1N=C(SC1)NC=1C=C(C=CC1C)C1=CC=C(C=C1)CN1CCN(CC1)C 4-(4-Aminopyrimidin-2-yl)-N-(4-methyl-4'-((4-methylpiperazin-1-yl)methyl)-[1,1'-biphenyl]-3-yl)thiazol-2-amine